(±)-N-[3-[4-(Cyanomethyl)phenyl]oxetan-3-yl]-2-methyl-N-(2-trimethylsilylethoxy-methyl)propane-2-sulfinamide C(#N)CC1=CC=C(C=C1)C1(COC1)N([S@](=O)C(C)(C)C)COCC[Si](C)(C)C |r|